tetraisoundecyl pyromellitate C(C=1C(C(=O)OCCCCCCCCC(C)C)=CC(C(=O)OCCCCCCCCC(C)C)=C(C(=O)OCCCCCCCCC(C)C)C1)(=O)OCCCCCCCCC(C)C